9,9-bis(6-(2-hydroxyethoxy)-2-naphthyl)-3,6-di(9-phenanthryl)fluorene OCCOC=1C=C2C=CC(=CC2=CC1)C1(C2=CC=C(C=C2C=2C=C(C=CC12)C=1C2=CC=CC=C2C=2C=CC=CC2C1)C=1C2=CC=CC=C2C=2C=CC=CC2C1)C1=CC2=CC=C(C=C2C=C1)OCCO